phenylacetyl azide C1(=CC=CC=C1)CC(=O)N=[N+]=[N-]